N-[3-[5-[3-cis-(trifluoromethoxy)cyclobutyl]-1,3,4-oxadiazol-2-yl]-1-bicyclo[1.1.1]pentanyl]pyrrolo[1,2-c]pyrimidine-3-carboxamide FC(OC1(CCC1)C1=NN=C(O1)C12CC(C1)(C2)NC(=O)C2=CC=1N(C=N2)C=CC1)(F)F